S(=O)(=O)(ON1[C@@H]2CC[C@H](N(C1=O)C2)C(NC(=O)C2C(CCC2)NC(C)=O)=N)O (2S,5R)-2-(N-(2-acetamidocyclopentane-1-carbonyl) carbamimidoyl)-7-oxo-1,6-diazabicyclo[3.2.1]octan-6-yl hydrogen sulfate